2,4,6-Trimethylbenzoylphenyl phosphinate CC1=CC(=C(C(=C1)C)C(=O)C2=CC=CC=C2OP=O)C